CC1(C(C(CCC1)C)=O)OO[Si](C)(C)C 2,6-Dimethyl-2-((trimethylsilyl)peroxy)cyclohexan-1-one